C(C)(=O)N[C@H]1CCC2=CC(=CC=C12)N1C(=NC=2C1=NC(=CC2)B(O)O)C=2C(=NC=CC2)N (S)-(3-(1-acetamido-2,3-dihydro-1H-inden-5-yl)-2-(2-aminopyridin-3-yl)-3H-imidazo[4,5-b]pyridin-5-yl)boronic acid